7-((6-(4-Aminopiperidin-1-yl)-2-(4-cyano-3-fluorophenyl)-3-(4-(2-hydroxyethoxy)phenyl)pyridin-4-yl)oxy)-N-hydroxyheptanamide formate C(=O)O.NC1CCN(CC1)C1=CC(=C(C(=N1)C1=CC(=C(C=C1)C#N)F)C1=CC=C(C=C1)OCCO)OCCCCCCC(=O)NO